2'-chloro-N-(5-(3-fluorocyclobutyl)-1,3,4-thiadiazol-2-yl)-5'-methoxy-6-methyl-(4,4'-bipyridine)-3-carboxamide ClC1=NC=C(C(=C1)C1=C(C=NC(=C1)C)C(=O)NC=1SC(=NN1)C1CC(C1)F)OC